methoxycarbonyl-(triethylammonio)sulfonylazide COC(=O)CC[N+](S(=O)(=O)N=[N+]=[N-])(CC)CC